4-(8,9-dihydro-3H-cyclobut[c]pyrrolo[3,2-f]quinolin-7-yl)phenol C1=CNC=2C1=C1C3=C(C(=NC1=CC2)C2=CC=C(C=C2)O)CC3